C(CCCCCCC\C=C/CCCCCCCC)(=O)OCCCCCCCCCCCCCCCCCCCCCCCCCC(=O)O 26-oleoyloxy-hexacosanoic acid